CN1CCC2(N=C(C=N2)C2=CC=C(C=C2)C)CC1 8-methyl-3-(p-tolyl)-1,4,8-triazaspiro[4.5]dec-1,3-dien